O=C(CCN1N=C2C=CC=CC2=C1)N1CCN(CC1)C1=NC=C(C=N1)C(F)(F)F 2-(3-oxo-3-(4-(5-(trifluoromethyl)pyrimidin-2-yl)piperazin-1-yl)propyl)-2H-indazole